COC1=C(CN(S(=O)(=O)C2=NC=CC(=C2)NC(=O)C=2C(=NC3=CC=C(C=C3C2)F)N2C[C@@H](C(CC2)(F)F)C)CC2=C(C=C(C=C2)OC)OC)C=CC(=C1)OC (S)-N-(2-(N,N-bis(2,4-dimethoxybenzyl)sulfamoyl)pyridin-4-yl)-2-(4,4-difluoro-3-methylpiperidin-1-yl)-6-fluoroquinoline-3-carboxamide